tert-butyl (R)-3-((4-bromo-2-(N,N-dibenzylsulfamoyl)-3-(1H-tetrazol-5-yl)phenyl)sulfonamido)pyrrolidine-1-carboxylate BrC1=C(C(=C(C=C1)S(=O)(=O)N[C@H]1CN(CC1)C(=O)OC(C)(C)C)S(N(CC1=CC=CC=C1)CC1=CC=CC=C1)(=O)=O)C1=NN=NN1